C(C)N1N=CC=C1C(=O)N[C@@H](C1CCC(CC1)C)C=1N=C2N(N=C(C=C2)CC2C(N[C@@H](C2)CC)=O)C1 1-ethyl-N-((1S)-(6-(((5R)-5-ethyl-2-oxopyrrolidin-3-yl)methyl)imidazo[1,2-b]pyridazin-2-yl)((1r,4S)-4-methylcyclohexyl)methyl)-1H-pyrazole-5-carboxamide